1-(9Z-tetradecenoyl)-2-(9Z-octadecenoyl)-glycero-3-phosphocholine CCCCCCCC/C=C\CCCCCCCC(=O)O[C@H](COC(=O)CCCCCCC/C=C\CCCC)COP(=O)([O-])OCC[N+](C)(C)C